1-{1-[(pyrrolidin-1-yl)methyl]cyclopropyl}methylamine N1(CCCC1)CC1(CC1)CN